(R)-4-(2-Amino-4-((1-hydroxy-2-methylhexan-2-yl)amino)pyrido[3,2-d]pyrimidin-7-yl)-N-(but-3-en-1-yl)-N-methyl-6-oxo-1,6-dihydropyridine-3-carboxamide NC=1N=C(C2=C(N1)C=C(C=N2)C=2C(=CNC(C2)=O)C(=O)N(C)CCC=C)N[C@@](CO)(CCCC)C